COS(=O)(=O)C1=C(C=C(C=C1)C)C1CC(C1)N1N=C(C(=C1N)C#N)C1=CC=C2C=CC(=NC2=C1)C1=CC=CC=C1 ((1s,3s)-3-(5-amino-4-cyano-3-(2-phenylquinolin-7-yl)-1H-pyrazol-1-yl)cyclobutyl)4-methylbenzenesulfonic acid methyl ester